C(C)(C)(C)OC(=O)N(CCCN(C(OC(C)(C)C)=O)C)CCCOC1=CC=C2C(=CC=NC2=C1)NC1=CN=NC(=C1)C1=C(C=CC(=C1)Cl)F tert-butyl N-(3-{[(tert-butoxy) carbonyl] ({3-[(4-{[6-(5-chloro-2-fluorophenyl) pyridazin-4-yl] amino} quinolin-7-yl) oxy] propyl}) amino} propyl)-N-methylcarbamate